BrC(C(=O)[O-])(C)C1=CC=CC=C1 2-bromo-2-phenylpropionate